5-(4-methoxybenzyl)-4-methyl-4,5,6,7-tetrahydro-1H-pyrazolo[4,3-c]pyridine COC1=CC=C(CN2C(C3=C(CC2)NN=C3)C)C=C1